FC(C=1C=C(C=C(C1)C(F)(F)F)C1=NN(C=N1)\C=C(\C(=O)OCC)/Br)(F)F (Z)-ethyl 3-(3-(3,5-bis(trifluoromethyl)phenyl)-1H-1,2,4-triazol-1-yl)-2-bromoacrylate